1-beta-hydroxyethyl-2,5-diamino-4-chlorobenzene OCCC1=C(C=C(C(=C1)N)Cl)N